C(C)OC=1C(=NC=C(C1)C(F)(F)F)N1CCN(CC1)C=O (4-(3-ethoxy-5-(trifluoromethyl)pyridin-2-yl)piperazin-1-yl)methanone